1,1,1,3,3,3-Hexafluoropropan-2-yl (S)-1-(((6-(trifluoromethyl)pyridin-2-yl)methyl)carbamoyl)-6-azaspiro[2.5]octan-6-carboxylat FC(C1=CC=CC(=N1)CNC(=O)[C@H]1CC12CCN(CC2)C(=O)OC(C(F)(F)F)C(F)(F)F)(F)F